C(C1=CC=CC=C1)OCCNC(=O)N1C(CC(CC1)C1=CC2=C(N(C(O2)=O)C)C=C1)(C)C N-(2-Benzyloxyethyl)-2,2-dimethyl-4-(3-methyl-2-oxo-1,3-benzoxazol-6-yl)piperidine-1-carboxamide